1-[5-(Ethylsulfonimidoyl)-6-[5-methoxy-3-methyl-4-oxo-6-(trifluoromethyl)imidazo[4,5-c]pyridin-2-yl]-3-pyridyl]cyclopropancarbonitril C(C)S(=O)(=N)C=1C=C(C=NC1C1=NC2=C(C(N(C(=C2)C(F)(F)F)OC)=O)N1C)C1(CC1)C#N